BrC1CCCNN1C(=O)OCC Ethyl 6-bromo-1,2-diazacyclohexanecarboxylate